P(OCCCC)(OCCCC)(SC(C1=CC=CC=C1)C1=C(C=CC=C1)O)=O O,O-DIBUTYL S-((2-HYDROXYPHENYL)(PHENYL)METHYL) PHOSPHOROTHIOATE